FC1=C(C=CC=C1OC(F)(F)F)C1(C(C(CCC1)(C)O)=O)NC 2-(2-fluoro-3-(trifluoromethoxy)phenyl)-6-hydroxy-6-methyl-2-(methylamino)cyclohexan-1-one